((4-methoxy-3,5-dimethylpyridin-2-yl)methyl)(3-methyl-5-(quinoxalin-6-yl)phenyl)carbamic acid tert-butyl ester C(C)(C)(C)OC(N(C1=CC(=CC(=C1)C=1C=C2N=CC=NC2=CC1)C)CC1=NC=C(C(=C1C)OC)C)=O